N,N,N',N'-Tetraglycidyl-2,2'-dimethyl-4,4'-diaminobiphenyl C(C1CO1)N(C1=CC(=C(C=C1)C1=C(C=C(C=C1)N(CC1CO1)CC1CO1)C)C)CC1CO1